tris(t-butylphenyl)sulfonium perfluorobutanesulfonate FC(C(C(C(F)(F)F)(F)F)(F)F)(S(=O)(=O)[O-])F.C(C)(C)(C)C1=C(C=CC=C1)[S+](C1=C(C=CC=C1)C(C)(C)C)C1=C(C=CC=C1)C(C)(C)C